N1=C(N=CC2=NC=CN=C12)S pteridine-2-thiol